3,4-bismaleimidopyridine C1(C=CC(N1C=1C=NC=CC1N1C(C=CC1=O)=O)=O)=O